N-(2-(2-methyl-2,5-dihydro-1H-pyrrol-3-yl)thieno[2,3-b]pyridin-4-yl)benzo[d]thiazol-5-amine CC1NCC=C1C1=CC=2C(=NC=CC2NC=2C=CC3=C(N=CS3)C2)S1